NC1CCN(CC1)C1=C(C=NC2=CC=C(C=C12)C1=C(C(=CC(=C1)F)F)CNC([O-])=O)C1=CC(=CC(=C1)OC)F N-{2-[4-(4-Aminopiperidin-1-yl)-3-(3-fluoro-5-methoxyphenyl)chinolin-6-yl]-4,6-difluorophenyl}methylcarbamat